tert-Butyl (5-bromo-2-(cyclopropylmethoxy)benzyl)carbamate BrC=1C=CC(=C(CNC(OC(C)(C)C)=O)C1)OCC1CC1